2-bromo-N-(3-(diethylamino)propyl)benzo[d]imidazo[2,1-b]thiazole-7-carboxamide BrC=1N=C2SC3=C(N2C1)C=CC(=C3)C(=O)NCCCN(CC)CC